(2S,4R)-1-(2-(3-acetyl-5-(4-(pyrimidin-2-yl)piperazin-1-yl)-1H-indol-1-yl)acetyl)-N-(2'-chloro-2-fluorobiphenyl-3-yl)-4-fluoropyrrolidine-2-carboxamide C(C)(=O)C1=CN(C2=CC=C(C=C12)N1CCN(CC1)C1=NC=CC=N1)CC(=O)N1[C@@H](C[C@H](C1)F)C(=O)NC=1C(=C(C=CC1)C1=C(C=CC=C1)Cl)F